O=C1[C@H](SCC[C@H](N1)CNS(=O)(=O)C=1C=NC=CC1)C1=CC=C(C=C1)OC1=CC=CC=C1 N-[[(2R,5S)-3-oxo-2-(4-phenoxyphenyl)-1,4-thiazepan-5-yl]methyl]pyridine-3-sulfonamide